NC1C(C1C=C)=O 2-amino-3-vinylcyclopropanone